(1S,2S,3S,6R)-6-((4-chloro-2,6-dimethylbenzyl)amino)-4-((difluoromethoxy)methyl)cyclohex-4-ene-1,2,3-triol ClC1=CC(=C(CN[C@@H]2C=C([C@@H]([C@@H]([C@H]2O)O)O)COC(F)F)C(=C1)C)C